(2-fluoro-4-iodophenyl)pyridin-3-amine FC1=C(C=CC(=C1)I)C1=NC=CC=C1N